C(C)(C)(C)OC(=O)N[C@H](C(=O)NC1=CC=C(C=C1)C=1C(=[N+](C=CC1Cl)[O-])C)C1CCC(CC1)C(F)(F)F 3-(4-((S)-2-((tert-butoxycarbonyl)amino)-2-((1r,4S)-4-(trifluoromethyl)cyclohexyl)-acetamido)phenyl)-4-chloro-2-methylpyridine 1-oxide